ClC=1C=C2C=CN=C(C2=C(C1)C)N(C(C1=CN=C(C=C1)C=1N=NN(C1)C)=O)[C@H]1CNCCC1 (R)-N-(6-chloro-8-methylisoquinolin-1-yl)-6-(1-methyl-1H-1,2,3-triazol-4-yl)-N-(piperidin-3-yl)nicotinamide